(2,5-dioxopyrrolidin-1-yl) 1-[2-[2-(2,5-dioxopyrrol-1-yl)ethoxy]ethylcarbamoyl]cyclobutanecarboxylate O=C1N(C(C=C1)=O)CCOCCNC(=O)C1(CCC1)C(=O)ON1C(CCC1=O)=O